1-[3-[(tert-butyldimethylsilyl)oxy]-2,3-dihydro-1H-inden-4-yl]-1-(1-trityl-1H-imidazol-4-yl)ethanol [Si](C)(C)(C(C)(C)C)OC1CCC2=CC=CC(=C12)C(C)(O)C=1N=CN(C1)C(C1=CC=CC=C1)(C1=CC=CC=C1)C1=CC=CC=C1